N-{2-[(3S,4R)-3-fluoro-4-methoxypiperidin-1-yl]pyrimidin-4-yl}-8-[(2R,3S)-3-(methanesulfonylmeth-yl)-2-methylazetidin-1-yl]isoquinolin-3-amine F[C@H]1CN(CC[C@H]1OC)C1=NC=CC(=N1)NC=1N=CC2=C(C=CC=C2C1)N1[C@@H]([C@H](C1)CS(=O)(=O)C)C